3-(5-[(2S,4E)-2-(Hydroxymethyl)-4-(methoxyimino)pyrrolidine-1-carbonyl]thiophen-2-yl)-2-methylbenzonitrile OC[C@H]1N(C/C(/C1)=N/OC)C(=O)C1=CC=C(S1)C=1C(=C(C#N)C=CC1)C